(R)-6-oxopiperidin-3-yl 4-methylbenzenesulfonate CC1=CC=C(C=C1)S(=O)(=O)O[C@H]1CNC(CC1)=O